FC(OC1=CC=C(C=C1)NC(=O)C1=CC=CN2C1=NS(CC2)(=O)=O)(F)F N-[4-(trifluoromethoxy)phenyl]-3,4-dihydropyrido[2,1-c][1,2,4]thiadiazine-9-carboxamide 2,2-dioxide